C(C1=CC=CC=C1)OC=1C(=C(C=O)C=CC1OC)C1=C(C(=CC2=CC=CC=C12)OC)OC (S)-3-benzyloxy-2-(2,3-dimethoxy-1-naphthyl)-4-methoxybenzaldehyde